ClC1=C(C(=C(C=C1)[N+](=O)[O-])Cl)F 1,3-dichloro-2-fluoro-4-nitrobenzene